N-{3-[4-(methylamino)quinolin-6-yl]phenyl}prop-2-enamide CNC1=CC=NC2=CC=C(C=C12)C=1C=C(C=CC1)NC(C=C)=O